N'-[methanetetrayl-tetra(2-nitrobenzene-4,1-diyl)]tetraacetamide C(C1=CC(=C(C=C1)CC(=O)N)[N+](=O)[O-])(C1=CC(=C(C=C1)CC(=O)N)[N+](=O)[O-])(C1=CC(=C(C=C1)CC(=O)N)[N+](=O)[O-])C1=CC(=C(C=C1)CC(=O)N)[N+](=O)[O-]